C1(=CC=CC=C1)C1=C(NC=C1C(=O)NCCC)C1=CC=C(C=C1)C(F)(F)F phenyl-N-propyl-2-(4-(trifluoromethyl)phenyl)Azole-4-carboxamide